N-(3-trifluoromethyl-4-cyanophenyl)-4-fluoro-5-chlorosalicylamide FC(C=1C=C(C=CC1C#N)NC(C=1C(O)=CC(=C(C1)Cl)F)=O)(F)F